tert-butyl (R)-(1-(3-(2-(4-(4-fluorophenyl)piperazin-1-yl)ethyl)-1-oxo-2-oxa-8-azaspiro[4.5]decan-8-yl)-2-methyl-1-oxopropan-2-yl)carbamate FC1=CC=C(C=C1)N1CCN(CC1)CC[C@@H]1OC(C2(C1)CCN(CC2)C(C(C)(C)NC(OC(C)(C)C)=O)=O)=O